ClC1=NC=C(C=C1F)C=1C=NOC1 2-chloro-3-fluoro-5-(1,2-oxazol-4-yl)pyridine